ClC=1C=C(C=C(C1)Cl)C1(CC(=NO1)C1=CC(=C(C(=O)N[C@H]2C(N(OC2)CC)=O)C=C1)C)C(F)(F)F 4-[5-(3,5-dichlorophenyl)-5-(trifluoromethyl)-4H-isoxazol-3-yl]-N-[(4R)-2-ethyl-3-oxo-isoxazolidin-4-yl]-2-methyl-benzamide